1-(1H-Benzo[d]imidazol-5-yl)-5-(2-methoxyphenyl)imidazolidin-2-on N1C=NC2=C1C=CC(=C2)N2C(NCC2C2=C(C=CC=C2)OC)=O